N-Hydroxysulfosuccinimide ON1C(C(CC1=O)S(=O)(=O)O)=O